2-[1-[[(1R)-1-[3-[(E)-2-(7-chloroquinolin-2-yl)ethenyl]phenyl]-3-[2-(2-hydroxypropan-2-yl)phenyl]propyl] sulfanylmethyl]cyclopropyl]acetate ClC1=CC=C2C=CC(=NC2=C1)/C=C/C=1C=C(C=CC1)[C@@H](CCC1=C(C=CC=C1)C(C)(C)O)SCC1(CC1)CC(=O)[O-]